5-(4-hydroxyphenyl)-10,15,20-triphenylporphyrin iron [Fe].OC1=CC=C(C=C1)C=1C2=CC=C(N2)C(=C2C=CC(C(=C3C=CC(=C(C=4C=CC1N4)C4=CC=CC=C4)N3)C3=CC=CC=C3)=N2)C2=CC=CC=C2